NC1=NC=C(C(=N1)O)C(=O)O 2-amino-4-hydroxy-5-pyrimidinecarboxylic acid